C1(CCCC1)C[C@@H](C(=O)O)N(C)C(=O)OCC1C2=CC=CC=C2C=2C=CC=CC12 (2S)-3-cyclopentyl-2-[9H-fluoren-9-ylmethoxycarbonyl-(methyl)amino]propionic acid